(E)-6-(hydroxymethylene)-2,2-dimethylcyclohexan-1-one O\C=C\1/CCCC(C1=O)(C)C